α-bromo-3-nitroacetophenone C1=CC(=CC(=C1)[N+](=O)[O-])C(=O)CBr